5-bromo-6-chloro-3,3-difluoro-2,3-dihydro-1H-pyrrolo[2,3-B]pyridine BrC=1C=C2C(=NC1Cl)NCC2(F)F